CN1C(N(C(C=2C1=NC(=NC2)C2=CC=C(C=C2)C)=O)CC(=O)NCC2OCCC2)=O 1,4-Dihydro-1-methyl-7-(4-methylphenyl)-2,4-dioxo-N-[(tetrahydro-2-furanyl)methyl]pyrimido[4,5-d]pyrimidine-3(2H)-acetamide